5-bromo-2-(bromomethyl)-3-(trifluoromethyl)benzoic acid methyl ester COC(C1=C(C(=CC(=C1)Br)C(F)(F)F)CBr)=O